ClC1=C(C=CC(=C1)I)CC(=O)O 2-(2-chloro-4-iodophenyl)acetic acid